C(C=C(C)CCC=C(C)CCC=C(C)C)(=O)OCC=C(C)CCC=C(C)CCC=C(C)C farnesyl farnesoate